(3R,5S,E)-7-(6-(bicyclo[1.1.1]pentan-1-yl)-4-(2-chloro-4-fluorophenyl)-2-cyclopropyl-5-(methoxymethyl)pyridin-3-yl)-3,5-dihydroxyhept-6-enoic acid C12(CC(C1)C2)C2=C(C(=C(C(=N2)C2CC2)/C=C/[C@H](C[C@H](CC(=O)O)O)O)C2=C(C=C(C=C2)F)Cl)COC